tert-Butyl {14-[(2,5-dioxopyrrolidin-1-yl)oxy]-14-oxo-3,6,9,12-tetraoxatetradec-1-yl}carbamate O=C1N(C(CC1)=O)OC(COCCOCCOCCOCCNC(OC(C)(C)C)=O)=O